[C@H]12CNC[C@@H]2C1C1=NN(C2=C1C(=NC(=C2F)C2=CC(=CC1=CC=C(C(=C21)C#C)F)O)CC)C2CC2 4-(3-((1R,5S,6r)-3-azabicyclo[3.1.0]hexan-6-yl)-1-cyclopropyl-4-ethyl-7-fluoro-1H-pyrazolo[4,3-c]pyridin-6-yl)-5-ethynyl-6-fluoronaphthalen-2-ol